(1-trifluoromethyl-ethyl)succinic acid dipivalyl ester C(C(C)(C)C)(=O)OC(C(CC(=O)OC(C(C)(C)C)=O)C(C)C(F)(F)F)=O